BrC=1C=C2CNC(NC2=CC1)=S 6-bromo-3,4-dihydroquinazolin-2(1H)-thione